2-ethyl-3-methyl-1,5-pentanediol C(C)C(CO)C(CCO)C